1,1,2,2,3,3,4,4,5,5,6,6-dodecafluoro-1,6-diiodohexane FC(C(C(C(C(C(I)(F)F)(F)F)(F)F)(F)F)(F)F)(I)F